C(C1=CC=CC=C1)(C1=CC=CC=C1)C1=C(C(=CC(=C1)C)C(C1=CC=CC=C1)C1=CC=CC=C1)N1C(N2C(C=CC=C2C2=C(C=C(C=C2C)C)C)=C1)[Ag-]Cl (2-(2,6-dibenzhydryl-4-methylphenyl)-5-mesityl-2,3-dihydroimidazo[1,5-a]pyridin-3-yl)silver(I) chloride